4-(4-(2-Methoxyethyl)-3,4-dihydro-2H-benzo[b][1,4]oxazin-6-yl)-5-(2-methylpyridin-4-yl)-1H-imidazol-2-amine COCCN1C2=C(OCC1)C=CC(=C2)C=2N=C(NC2C2=CC(=NC=C2)C)N